2-((5-amino-6-morpholinopyridin-3-yl)amino)-8-methyl-6-phenylpyrido[2,3-d]pyrimidin-7(8H)-one NC=1C=C(C=NC1N1CCOCC1)NC=1N=CC2=C(N1)N(C(C(=C2)C2=CC=CC=C2)=O)C